N1=CN=CC2=C1NC1=CC=CC=C21 9H-pyrimido[4,5-b]indol